CC1=CC=C(C=C1)C(C1=CC=C(C=C1)C)CC1=CC=CC=C1 bis(4-methyl-phenyl)methyl-phenyl-methane